C(C)(C)(C)OC(=O)N1C(C(CCC1)(F)F)N1CCN(CC1)C1=C(C=C(C=C1)OC1C(NC(CC1)=O)=O)F [4-[4-[(2,6-dioxo-3-piperidinyl)oxy]-2-fluoro-phenyl]piperazin-1-yl]-3,3-difluoro-piperidine-1-carboxylic acid tert-butyl ester